γ-chloropropyl-triacetoxysilane tert-butyl-(1s,4s)-2,5-diazabicyclo[2.2.1]heptane-2-carboxylate C(C)(C)(C)OC(=O)N1[C@@H]2CN[C@H](C1)C2.ClCCC[Si](OC(C)=O)(OC(C)=O)OC(C)=O